ClC1=CC=C(C=C1)NC=1SC(=CN1)C1=CC=C(C=C1)OC1=C2N=CN(C2=NC=N1)CC1CC1 N-(4-chlorophenyl)-5-(4-((9-(cyclopropylmethyl)-9H-purin-6-yl)oxy)phenyl)thiazol-2-amine